(4-fluoro-1-isopropyl-2-methyl-1H-benzo[d]imidazol-6-yl)-N-(4-fluoro-2-methoxy-5-nitrophenyl)pyrimidin-2-amine FC1=CC(=CC=2N(C(=NC21)C)C(C)C)C2=NC(=NC=C2)NC2=C(C=C(C(=C2)[N+](=O)[O-])F)OC